(R)-1-(3-(3-chloro-5-(4-(methylamino)-1,3,5-triazin-2-yl)phenyl)morpholino)prop-2-en-1-one ClC=1C=C(C=C(C1)C1=NC=NC(=N1)NC)[C@@H]1COCCN1C(C=C)=O